COC(C1=CC=CC=C1)=O.C1(CCCCC1)CNC=1C=CC=C2C=CC=NC12 ((cyclohexylmethyl)(quinolin-8-yl)amine) methyl-benzoate